BrC1=CC=C2C(=NC(=NC2=C1F)OC[C@]12CCCN2C[C@@H](C1)F)N1CC2(CCO2)CCC1 6-(7-bromo-8-fluoro-2-(((2R,7aS)-2-fluorohexahydro-1H-pyrrolizin-7a-yl)methoxy)quinazolin-4-yl)-1-oxa-6-azaspiro[3.5]nonane